2-(7-((1S,6S)-2,5-diazabicyclo[4.2.0]octan-2-yl)-2-bromo-6-ethyl-3-methyl-8-oxopyrido[2,3-b]pyrazin-5(8H)-yl)acetic acid trifluoroacetate FC(C(=O)O)(F)F.[C@H]12N(CCN[C@H]2CC1)C=1C(C=2C(=NC(=C(N2)Br)C)N(C1CC)CC(=O)O)=O